bisphenol A di-glycidyl-methacrylate C(C1CO1)C(=C(C(=O)O)C)CC1CO1.OC1=CC=C(C=C1)C(C)(C)C1=CC=C(C=C1)O